OCCC1[C@H]2CN(C[C@@H]12)C(=O)OCC1=CC=CC=C1 (1S,5R,6r)-benzyl 6-(2-hydroxyethyl)-3-azabicyclo[3.1.0]hexane-3-carboxylate